1-(2-(5-(4-Methyl-6-(methylsulfanyl)pyridin-3-yl)-1H-imidazol-2-yl)piperidin-1-yl)-2-(methylsulfanyl)propan-1-one CC1=C(C=NC(=C1)SC)C1=CN=C(N1)C1N(CCCC1)C(C(C)SC)=O